(R)-4-(2-(3-fluoro-4-methylphenyl)-2H-pyrazolo[3,4-d]pyrimidin-4-yl)-N-((3-fluorothieno[2,3-c]pyridin-5-yl)methyl)piperazine-2-carboxamide FC=1C=C(C=CC1C)N1N=C2N=CN=C(C2=C1)N1C[C@@H](NCC1)C(=O)NCC=1C=C2C(=CN1)SC=C2F